CN1CC2(CCN2C=O)CC1 (6-methyl-1,6-diazaspiro[3.4]oct-1-yl)methanone